N-((4-chloropyridin-2-yl)methyl)-2-(1-methylcyclopropoxy)-3-nitropyridin-4-amine ClC1=CC(=NC=C1)CNC1=C(C(=NC=C1)OC1(CC1)C)[N+](=O)[O-]